N-[4-chloro-3-[(1-cyanocyclopropyl)-carbamoyl]phenyl]-2-methyl-5-(1,1,2,2,2-pentafluoroethyl)-4-(trifluoromethyl)pyrazole-3-carboxamide ClC1=C(C=C(C=C1)NC(=O)C=1N(N=C(C1C(F)(F)F)C(C(F)(F)F)(F)F)C)C(NC1(CC1)C#N)=O